3,5-Dimethoxy-4-methyl-6-nitro-[1,1'-biphenyl]-2-ol COC1=C(C(=C(C(=C1C)OC)[N+](=O)[O-])C1=CC=CC=C1)O